NC=1C2=C(N=CN1)N(C(=C2C2=CC=C(C=C2)OC2CC2)C2=CCC1(CCN(CC1)C(=O)OC(C)(C)C)CC2)C(F)F tert-butyl 9-(4-amino-5-(4-cyclopropoxyphenyl)-7-(difluoro-methyl)-7H-pyrrolo[2,3-d]pyrimidin-6-yl)-3-azaspiro[5.5]undec-8-ene-3-carboxylate